N1=C(C=CC=C1CN(CC(=O)O)CC=1C(=NC=CC1)C(=O)O)CN(CC(=O)O)CC=1C(=NC=CC1)C(=O)O (((pyridine-2,6-diylbis(methylene))bis((carboxymethyl)azanediyl))bis(methylene))dipicolinic acid